3-[2-[2-(2-aminoethoxy)ethoxy]ethoxyl-2-fluoro-propyl]-6-(5-cyanopyrazolo[3,4-b]pyridin-1-yl)-4-(cyclopropylamino)pyridine-3-carboxamide NCCOCCOCCOCC(CC1(CN=C(C=C1NC1CC1)N1N=CC=2C1=NC=C(C2)C#N)C(=O)N)F